B1OCC2=C1C=CC=C2 dihydrobenzo[c][1,2]oxaborole